7-pentoxycoumarine C(CCCC)OC1=CC=C2C=CC(OC2=C1)=O